ClC1=CC=C(C=C1)S(=O)(=O)[O-] p-chlorobenzenesulfonate